C(C)(C)(C)OC(=O)N1CCC(=CC1)C=1C=C(C2=C(NC(=N2)C2=CC(=C(C=C2)OC)F)C1)C 4-(2-(3-fluoro-4-methoxyphenyl)-4-methyl-1H-benzo[d]imidazol-6-yl)-3,6-dihydropyridine-1(2H)-carboxylic acid tert-butyl ester